ClC=1C=C2C(=NC(=NC2=CC1)C)N1CC=2C=C(C=NC2CC1)NC=1N(N=CC1)C 6-(6-chloro-2-methyl-quinazolin-4-yl)-N-(2-methylpyrazol-3-yl)-7,8-dihydro-5H-1,6-naphthyridin-3-amine